S1C(=CC=C1)C(=O)N1C(OCC1=O)=O N-thiolcarbonyl-oxazolidine-2,4-dione